SC[SiH2]OC(C1=CC=CC=C1)C1=CC=CC=C1 mercaptomethyl-diphenylmethoxysilane